({6-[4-(3-{4-chloro-3-ethyl-1H-pyrrolo[2,3-b]pyridin-3-yl}phenyl)-3-oxopiperazin-1-yl]-6-oxohexyl}amino)-2-(2,6-dioxopiperidin-3-yl)isoindole-1,3-dione ClC1=C2C(=NC=C1)NCC2(CC)C=2C=C(C=CC2)N2C(CN(CC2)C(CCCCCNC2=C1C(N(C(C1=CC=C2)=O)C2C(NC(CC2)=O)=O)=O)=O)=O